5-chloro-4-(cyclopentylmethoxy)-2-fluoro-N-(((4aR,8aR)-2-oxo-1-phenylhexahydro-1H-pyrido[3,4-b][1,4]oxazin-6(7H)-yl)sulfonyl)benzamide ClC=1C(=CC(=C(C(=O)NS(=O)(=O)N2C[C@H]3OCC(N([C@@H]3CC2)C2=CC=CC=C2)=O)C1)F)OCC1CCCC1